5-chloro-N-(5-chloro-6-(2H-1,2,3-triazol-2-yl)pyridin-3-yl)-2,4'-difluoro-2'-(2-hydroxypropan-2-yl)-[1,1'-biphenyl]-4-carboxamide ClC=1C(=CC(=C(C1)C1=C(C=C(C=C1)F)C(C)(C)O)F)C(=O)NC=1C=NC(=C(C1)Cl)N1N=CC=N1